2-(phenyl)benzimidazolium triflate [O-]S(=O)(=O)C(F)(F)F.C1(=CC=CC=C1)C=1NC2=C([NH+]1)C=CC=C2